(2R,4R)-1-(3-(3,4-dihydro-1,5-naphthyridin-1(2H)-yl)-1-(tetrahydro-2H-pyran-2-yl)-1H-pyrazolo[3,4-b]pyrazin-6-yl)-2-methylpiperidin-4-ol N1(CCCC2=NC=CC=C12)C1=NN(C2=NC(=CN=C21)N2[C@@H](C[C@@H](CC2)O)C)C2OCCCC2